N-{[5-chloro-6-(5-methoxy-2-pyrazinyl)-2-indolyl]methyl}methoxyacetamide ClC=1C=C2C=C(NC2=CC1C1=NC=C(N=C1)OC)CCONC(C)=O